9-((5-((2-chloro-6-fluorobenzyl)thio)-4-phenyl-4H-1,2,4-triazol-3-yl)methyl)-9H-carbazole ClC1=C(CSC=2N(C(=NN2)CN2C3=CC=CC=C3C=3C=CC=CC23)C2=CC=CC=C2)C(=CC=C1)F